ClC1=C(C(=CC=C1)F)C1=NOC(=C1C(=O)O)C=1C=NN(C1C(F)(F)F)C1=CC(=CC=C1)Cl 3-(2-Chloro-6-fluorophenyl)-5-(1-(3-chlorophenyl)-5-(trifluoromethyl)-1H-pyrazol-4-yl)isoxazole-4-carboxylic acid